FC1=CC=C(C=C1)CC1=NNC2=CC(=CC=C12)S(=O)(=O)NC1(CC1)C 3-[(4-fluorophenyl)methyl]-N-(1-methylcyclopropyl)-1H-indazole-6-sulfonamide